O1CC(=CC1)C1=CC=C(C=2NC(=NC21)NC(=O)C2=CC=C(C=C2)C(=O)N(C)C)OC N4-[4-(2,5-dihydrofuran-3-yl)-7-methoxy-1H-1,3-benzodiazol-2-yl]-N1,N1-dimethylbenzene-1,4-dicarboxamide